benzo[d]oxazol-2(3H)-one trifluoroacetate FC(C(=O)O)(F)F.O1C(NC2=C1C=CC=C2)=O